C(C)[C@]1(C(OCC=2C(N3CC=4C(=NC=5C=CC=CC5C4CC)C3=CC21)=O)=O)O (4S)-4,11-diethyl-4-hydroxy-1H-pyrano[3',4':6,7]indolizino[1,2-B]quinoline-3,14(4H,12H)-dione